C(C)(C)(C)OC(=O)N1CCN(CC1)S(=O)(=O)N1C=NC=C1 4-((1H-imidazol-1-yl)sulfonyl)piperazine-1-carboxylic acid tert-butyl ester